C1(CC1)[C@H](C(=O)N1CC2(CC2)[C@@H]([C@@H]1CC=1C(=C(C=C(C1)F)C1=CC=CC=C1)F)NS(=O)(=O)C)O N-((6S,7S)-5-((R)-2-cyclopropyl-2-hydroxyacetyl)-6-((2,5-difluoro-[1,1'-biphenyl]-3-yl)methyl)-5-azaspiro[2.4]heptan-7-yl)methanesulfonamide